(2R,8aS)-2-(2,3-dichloro-6-methoxyphenyl)-7-hydroxy-5-oxo-hexahydroindolizine-7-carboxylic acid methyl ester COC(=O)C1(CC(N2C[C@H](C[C@H]2C1)C1=C(C(=CC=C1OC)Cl)Cl)=O)O